(R)-5-amino-N-((5-cyclopropylpyridin-2-yl)methyl)-N-isopropyl-6-methyl-6,8-dihydro-1H-furo[3,4-d]pyrrolo[3,2-b]pyridine-2-carboxamide NC1=C2C(=C3C(=N1)C=C(N3)C(=O)N(C(C)C)CC3=NC=C(C=C3)C3CC3)CO[C@@H]2C